Cl.ClC1=C(C(=CC=C1Cl)F)C1(CNCC1)NC1=CC=C2C3(C(N(C2=C1)C)=O)CCCC3 6'-{[3-(2,3-dichloro-6-fluorophenyl)pyrrolidin-3-yl]amino}-1'-methylspiro[cyclopentane-1,3'-indol]-2'-one hydrochloride